N-((5-bromo-4-methylpyridin-2-yl)methyl)-1-(2-(4-(trifluoromethyl)phenyl)-2H-pyrazolo[3,4-d]pyrimidin-4-yl)piperidine-3-carboxamide BrC=1C(=CC(=NC1)CNC(=O)C1CN(CCC1)C=1C=2C(N=CN1)=NN(C2)C2=CC=C(C=C2)C(F)(F)F)C